(dimethylamino)ethyl-p-toluenesulfonic acid mercapto ester hydrochloride Cl.SOS(=O)(=O)C1=CC=C(CCCN(C)C)C=C1